4-(2-ethylhexyloxycarbonyl)-3-fluoro-thieno[3,4-b]-thiophene C(C)C(COC(=O)C=1SC=C2SC=C(C21)F)CCCC